FC=1C(=CC=2N(C1)C=NN2)CCCN2CC1(C2)CC(C1)OC1=C2C=CNC(C2=C(C=C1)C)=O 5-[[2-[3-(6-Fluoro-[1,2,4]triazolo[4,3-a]pyridin-7-yl)propyl]-2-azaspiro[3.3]heptan-6-yl]oxy]-8-methyl-2H-isoquinolin-1-one